[Na+].C(CCCCCCCCCCC)S(=O)(=O)[O-] dodecane-1-sulfonic acid sodium salt